F[C@@H]1C[C@H](N(C1)S(=O)(=O)C1=CC=C(C=C1)OC)C1=NC(=NO1)CCCC1=CC=CC=C1 5-((2S,4R)-4-fluoro-1-((4-methoxyphenyl)sulfonyl)pyrrolidin-2-yl)-3-(3-phenylpropyl)-1,2,4-oxadiazole